benzyl (3R,5S)-3-[(1-allyloxycarbonyl-4-piperidyl) methoxy]-5-amino-piperidine-1-carboxylate C(C=C)OC(=O)N1CCC(CC1)CO[C@H]1CN(C[C@H](C1)N)C(=O)OCC1=CC=CC=C1